10-methyl-2-(trifluoromethyl)-6,7-dihydropyrrolo[1,5-a:2,3-b']dipyrazin CC1=C2N(CCN=C2)C2=NC=C(N=C21)C(F)(F)F